7-methyl-1-decanol CC(CCCCCCO)CCC